C12(CC(C1)C2)N2N=CC(=C2)NC2=NC1=CC(=C(C=C1C=N2)Cl)C2CCN(CC2)[C@@]2([C@@H](COC2)O)C |o1:28,29| (3S,4S) or (3R,4R)-4-[4-(2-{[1-(bicyclo[1.1.1]pentan-1-yl)-1H-pyrazol-4-yl]amino}-6-chloroquinazolin-7-yl)piperidin-1-yl]-4-methyloxolan-3-ol